C(=O)(OCC1C2=CC=CC=C2C2=CC=CC=C12)N[C@@H](CCCCNC(=O)OC(C)(C)C)C(=O)O Fmoc-Nepsilon-Boc-(S)-lysine